7-[(5'S,7a'R)-5'-(3-fluorophenyl)-3'-oxotetrahydro-1H,3'H-spiro[piperidine-4,2'-pyrrolo[2,1-b][1,3]oxazol]-1-yl]pyrazolo[1,5-a]pyridine-4-carbonitrile FC=1C=C(C=CC1)[C@@H]1CC[C@H]2OC3(C(N21)=O)CCN(CC3)C3=CC=C(C=2N3N=CC2)C#N